4-methylpiperazine-1-carboxylic acid [(2s,3s,4E,6r,7s,10r)-2-[(E)-1-(3-chloro-5-fluorophenyl) prop-1-en-2-yl]-10-hydroxy-3,7-dimethyl-12-oxo-1-oxocyclododec-4-en-6-yl] ester ClC=1C=C(C=C(C1)F)\C=C(/C)\[C@H]1C(C(C[C@@H](CC[C@@H]([C@H](/C=C/[C@@H]1C)OC(=O)N1CCN(CC1)C)C)O)=O)=O